5-methyl-1H-benzimidazole-2-carboxamide CC1=CC2=C(NC(=N2)C(=O)N)C=C1